rac-(1S*,2S*)-2-(5-chloro-2-fluorophenyl)-N-(6-chloropyrimidin-4-yl)cyclopropane-1-carboxamide tert-butyl-4-benzyl-3-(((methylsulfonyl)oxy)methyl)piperazine-1-carboxylate C(C)(C)(C)OC(=O)N1CC(N(CC1)CC1=CC=CC=C1)COS(=O)(=O)C.ClC=1C=CC(=C(C1)[C@@H]1[C@H](C1)C(=O)NC1=NC=NC(=C1)Cl)F |r|